4-(7-((2-(ethylsulfonyl)-1,2,3,4-tetrahydroisoquinolin-7-yl)methyl)-2,7-diazaspiro[3.5]nonan-2-yl)-6-(2,2,2-trifluoroethyl)quinazoline C(C)S(=O)(=O)N1CC2=CC(=CC=C2CC1)CN1CCC2(CN(C2)C2=NC=NC3=CC=C(C=C23)CC(F)(F)F)CC1